di(tetradecyl)acetamide C(CCCCCCCCCCCCC)C(C(=O)N)CCCCCCCCCCCCCC